C1=CC=CC=2C3=CC=CC=C3C(C12)N(C1CCCCC1)C(=O)OC 1-(9H-fluoren-9-yl-methoxycarbonyl-amino)cyclohexan